C(C=C)(=O)N1[C@H](CN(C[C@H]1C)C1=NC(N2C3=C(C=C(C=C13)C(F)(F)F)S(C[C@H](C2)OCOC)C2=CC(=C(C=C2)F)Cl)=O)C (S)-8-((3S,5R)-4-acryloyl-3,5-dimethylpiperazin-1-yl)-l-1-(3-chloro-4-fluorophenyl)-3-(methoxymethoxy)-10-(trifluoromethyl)-3,4-dihydro-2H,6H-[1,4]thiazepino[2,3,4-ij]quinazolin-6-one